(P)-dodecane CCCCCCCCCCCC